C(C)(C)S(=O)(=O)C1=CC=C(C(=O)[O-])C=C1 4-isopropylsulfonylbenzoate